BrC1=CC=C(C(=O)NNC2=NC=CN=C2)C=C1 4-bromo-N'-(pyrazin-2-yl)benzohydrazide